2-chloromethyl-6-methyl-thieno[2,3-D]pyrimidine-4(3H)-one ClCC=1NC(C2=C(N1)SC(=C2)C)=O